3-(1,3-dioxoisoindolin-2-yl)-6-methoxypyridin-carbaldehyde O=C1N(C(C2=CC=CC=C12)=O)C=1C(=NC(=CC1)OC)C=O